C(C)SCCN1C(=NC=C1[N+](=O)[O-])C 1-(β-ethylthioethyl)-2-methyl-5-nitroimidazole